C1(CC1)C=1C(=CC(N2[C@@H]([C@H](SC12)C1=CC=CC=C1)C(=O)O)=O)CC1=CC=CC2=CC=CC=C12 (2R,3R)-7-Cyclopropyl-6-[(1-naphthyl)methyl]-4-oxo-2-phenyl-1-thia-3a-aza-3-indancarboxylic acid